2,4,6-Trimethyl-2,4,6-trivinylcyclotrisilazane C[Si]1(N[Si](N[Si](N1)(C=C)C)(C=C)C)C=C